(2-fluoro-4-(2-((6-(1-methyl-1H-pyrazol-5-yl)-[1,2,4]triazolo[1,5-a]pyridin-2-yl)amino)-2-oxoethyl)phenoxy)pyridine-3-carboxamide FC1=C(OC2=NC=CC=C2C(=O)N)C=CC(=C1)CC(=O)NC1=NN2C(C=CC(=C2)C2=CC=NN2C)=N1